FC1(CCC(CC1)N1C(=NC2=C1C=CC(=C2)C2=C(C=NN2C)C)[C@@H]2CCC(N2C2=CC(=C(C=C2)F)F)=O)F (S)-5-(1-(4,4-difluorocyclohexyl)-5-(1,4-dimethyl-1H-pyrazol-5-yl)-1H-benzo[d]imidazol-2-yl)-1-(3,4-difluorophenyl)pyrrolidin-2-one